C(C)N(C\C=C/C1=C(C=CC(=C1)F)S(=O)(=O)NC1=C(C2=C([C@@]3([C@H](CO2)C3)C)C=C1)C(=O)O)CC |r| (1aRS,7bSR)-5-[2-((Z)-3-diethylaminoprop-1-enyl)-4-fluorobenzenesulfonylamino]-7b-methyl-1,1a,2,7b-tetrahydrocyclopropa[c]benzopyran-4-carboxylic acid